FC1=CC=C(C=C1)C(N1CCN(CC1)C(=O)N1C[C@@H]2[C@@H](OCC(N2)=O)CC1)C1=CC=C(C=C1)F (-)-(cis)-6-(4-(bis(4-Fluorophenyl)methyl)piperazine-1-carbonyl)hexahydro-2H-pyrido[4,3-b][1,4]oxazin-3(4H)-one